4-[5-[(1S)-2-amino-1-hydroxyethyl]pyrimidin-2-yl]-3-(5-tert-butyl-2-methylpyrazol-3-yl)oxybenzonitrile NC[C@@H](O)C=1C=NC(=NC1)C1=C(C=C(C#N)C=C1)OC=1N(N=C(C1)C(C)(C)C)C